N-(2-{[4-(benzyloxy)-2-cyclopropylphenyl]amino}phenyl)-3-cyclohexylpropionamide C(C1=CC=CC=C1)OC1=CC(=C(C=C1)NC1=C(C=CC=C1)NC(CCC1CCCCC1)=O)C1CC1